5-(4-(3-oxa-8-azabicyclo[3.2.1]oct-8-yl)-6-(3-oxa-8-azabicyclo[3.2.1]oct-8-yl)-1,3,5-triazin-2-yl)-4-(difluoromethyl)pyridin-2-amine C12COCC(CC1)N2C2=NC(=NC(=N2)N2C1COCC2CC1)C=1C(=CC(=NC1)N)C(F)F